racemic-trans-3-aminocyclohexanecarboxylic acid hydrochloride Cl.N[C@@H]1C[C@H](CCC1)C(=O)O |r|